C1(=CC=CC=C1)N=C phenyl-methyleneamine